FC=1C(=NC(=NC1)NC1=NC=C(C=C1)C1CN(CCC1)C)C1=C(C2=C(C3(N(C2=O)C)CC3)S1)C 2'-(5-Fluoro-2-((5-(1-methylpiperidin-3-yl)pyridin-2-yl)amino)pyrimidin-4-yl)-3',5'-dimethylspiro[cyclopropane-1,6'-thieno[2,3-c]pyrrol]-4'(5'H)-one